C(C=C)(=O)OCCOC(C1C(C(=O)[O-])CCCC1)=O mono-(2-(Acryloyloxy)ethyl)hexahydrophthalate